tert-butyl-3-(1-(3-bromophenyl)-3,3-dimethylcyclobutyl)-4-methyl-4H-1,2,4-triazole C(C)(C)(C)C=1N(C(=NN1)C1(CC(C1)(C)C)C1=CC(=CC=C1)Br)C